(S)-2-((2-((S)-4-(difluoromethyl)-2-carbonyl-1,3-thiazepin-3-yl)-5,6-dihydrobenzo[f]imidazo[1,2-d][1,4]oxazepin-9-yl)amino)propionamide FC(C=1N(C(SC=CC1)=C=O)C=1N=C2N(CCOC3=C2C=CC(=C3)N[C@H](C(=O)N)C)C1)F